CC1(CCC=2C1=NC1=C(C2NC(=O)N=[S@@](=O)(N)C2=NN(C=C2F)CC)CCC1)C |o1:14| (S) or (R)-N'-((3,3-dimethyl-1,2,3,5,6,7-hexahydrodicyclopenta[b,e]pyridin-8-yl)carbamoyl)-1-ethyl-4-fluoro-1H-pyrazole-3-sulfonimidamide